NCCC(C)(C)O aminoethyl-isopropanol